ClC1=C(C=CC=C1Cl)C(=C)C1=NNC=2N=CN(C(C21)=O)C 3-(1-(2,3-dichlorophenyl)vinyl)-5-methyl-1H-pyrazolo[3,4-d]pyrimidin-4(5H)-one